2-(4-(4-((2-(2,6-dioxopiperidin-3-yl)-1,3-dioxoisoindolin-5-yl)methyl)piperazin-1-yl)phenyl)-2H-indazole-7-carboxamide O=C1NC(CCC1N1C(C2=CC=C(C=C2C1=O)CN1CCN(CC1)C1=CC=C(C=C1)N1N=C2C(=CC=CC2=C1)C(=O)N)=O)=O